1,3,5-tris(4-methylbenzoylamino)benzene CC1=CC=C(C(=O)NC2=CC(=CC(=C2)NC(C2=CC=C(C=C2)C)=O)NC(C2=CC=C(C=C2)C)=O)C=C1